FC(C1=NN(C(=C1C=O)F)C)F 3-(difluoromethyl)-5-fluoro-1-methyl-1H-pyrazole-4-formaldehyde